(1-(2,6-dichloro-5-methoxypyrimidin-4-yl)pyrrolidin-2-yl)methanol ClC1=NC(=C(C(=N1)N1C(CCC1)CO)OC)Cl